COC1=CC=C2CC(C(C2=C1)(C)C)=O 6-methoxy-1,1-dimethyl-1,3-dihydro-2H-indene-2-one